CN(C(CC=1SC2=C(N1)C=C(C=C2)C2=CC[C@@H](CN2C(=O)OC(C)(C)C)C)(C)C)C (S)-tert-butyl 6-(2-(2-(dimethylamino)-2-methylpropyl)benzo[d]thiazol-5-yl)-3-methyl-3,4-dihydropyridine-1(2H)-carboxylate